COC(=O)C=1C(=CC2=C(N=C(S2)C2CCC(CC2)O)C1)Br 6-bromo-2-(4-hydroxycyclohexyl)benzo[d]Thiazole-5-carboxylic acid methyl ester